tris(2-(3-tert-butyl-phenyl)-4-tert-butylpyridine) iridium [Ir].C(C)(C)(C)C=1C=C(C=CC1)C1=NC=CC(=C1)C(C)(C)C.C(C)(C)(C)C=1C=C(C=CC1)C1=NC=CC(=C1)C(C)(C)C.C(C)(C)(C)C=1C=C(C=CC1)C1=NC=CC(=C1)C(C)(C)C